L-O-methyl-uridine CO[C@H]1[C@@H](O[C@@H]([C@H]1O)CO)N1C(=O)NC(=O)C=C1